tert-butyl (R)-2-(3-(3-((4-isopropylbenzyl)(methyl)carbamoyl)piperidin-1-yl)phenoxy)-2-methylpropanoate C(C)(C)C1=CC=C(CN(C(=O)[C@H]2CN(CCC2)C=2C=C(OC(C(=O)OC(C)(C)C)(C)C)C=CC2)C)C=C1